[1-(2,4-difluoro-phenyl)-5-methyl-1H-[1,2,3]Triazol-4-yl]-methanol FC1=C(C=CC(=C1)F)N1N=NC(=C1C)CO